FC1=CC=C(C=C1)NC(C1=CC=CC=C1)=N N-(4-fluorophenyl)benzamidine